5-((3-bromo-5-fluorophenyl)(methyl)amino)-[1,2,4]Triazolo[4,3-a]Quinazoline-8-carboxylic acid BrC=1C=C(C=C(C1)F)N(C1=NC=2N(C3=CC(=CC=C13)C(=O)O)C=NN2)C